3-ethyl-3,6,9-trimethyl-6,9-di-n-propyl-1,2,4,5,7,8-hexoxonane C(C)C1(OOC(OOC(OO1)(CCC)C)(CCC)C)C